3,3',5,5'-tetramethyl-4,4'-dihydroxydiphenylmethane CC1=CC(=CC(=C1O)C)CC2=CC(=C(C(=C2)C)O)C